1-butyl-3-methylimidazole bis(trifluoromethanesulfonimide) [N-](S(=O)(=O)C(F)(F)F)S(=O)(=O)C(F)(F)F.[N-](S(=O)(=O)C(F)(F)F)S(=O)(=O)C(F)(F)F.C(CCC)N1CN(C=C1)C